tert-butyl ((R)-1-(((1s,3S)-3-hydroxy-3-methylcyclobutyl)amino)pent-4-yn-2-yl)carbamate OC1(CC(C1)NC[C@@H](CC#C)NC(OC(C)(C)C)=O)C